2,2-bis(4-carboxyphenyl)propane C(=O)(O)C1=CC=C(C=C1)C(C)(C)C1=CC=C(C=C1)C(=O)O